COC1(C=2N=CN([C@H]3[C@H](O)[C@H](O)[C@@H](CO)O3)C2N=C(N1)N)O 6-methoxyguanosine